FC1=CC=CC=2N(C([C@H](CCN(C21)CCCO)NC2=C(C#N)C(=CC(=N2)C)C(F)(F)F)=O)C (S)-2-((7-fluoro-6-(3-hydroxypropyl)-1-methyl-2-oxo-1,2,3,4,5,6-hexahydrobenzo[b][1,4]diazocine-3-yl)amino)-6-methyl-4-(trifluoromethyl)nicotinonitrile